9-(4-hydroxyethoxyphenyl)thianthrene OCCOC1=CC=C(C=C1)C=1C=CC=C2SC=3C=CC=CC3SC12